4-(5-chlorothieno[3,2-b]pyridin-7-yl)morpholine ClC1=CC(=C2C(=N1)C=CS2)N2CCOCC2